CC1=C(C(=NC(=C1N1C2=C(C=3C=CC=CC13)C=NC=C2)N2C1=C(C=3C=CC=CC23)C=NC=C1)N1C2=C(C=3C=CC=CC13)C=NC=C2)C2=CC=C(C=C2)N2C1=CC=C(C=C1C=1C=C(C=CC21)N(C2=CC=CC=C2)C2=CC=CC=C2)N(C2=CC=CC=C2)C2=CC=CC=C2 9-(4-(4-methyl-2,5,6-tris(5H-pyrido[4,3-b]indol-5-yl)pyridin-3-yl)phenyl)-N3,N3,N6,N6-tetraphenyl-9H-carbazole-3,6-diamine